N-(3-tert-butyl-1-methyl-1H-pyrazol-5-yl)-4-methyl-3-[2-(pyridin-3-yl)ethynyl]benzamide C(C)(C)(C)C1=NN(C(=C1)NC(C1=CC(=C(C=C1)C)C#CC=1C=NC=CC1)=O)C